ClC=1C(=NC(=NC1)NC=1C=NN(C1)C1CCN(CC1)C1CC1)NCCCN1C(N(CC1)C)=O 1-(3-((5-chloro-2-((1-(1-cyclopropylpiperidin-4-yl)-1H-pyrazol-4-yl)amino)pyrimidin-4-yl)amino)propyl)-3-methylimidazolidin-2-one